2,5-dimethyl-4-(7-methyl-1-tetrahydropyran-2-yl-3-vinyl-pyrazolo[3,4-c]pyridin-5-yl)pyrazol-3-ol CN1N=C(C(=C1O)C=1C=C2C(=C(N1)C)N(N=C2C=C)C2OCCCC2)C